C([C@H](O)C1=CC=CC=C1)(=O)[O-] |r| (+-)-DL-mandelate